COC1=CC=C(CN2CC3(OC4=C(C2)N=C(C=C4)N)CC3)C=C1 4'-(4-Methoxybenzyl)-4',5'-dihydro-3'H-spiro[cyclopropane-1,2'-pyrido[2,3-f][1,4]oxazepin]-7'-amine